C(C1=CC=CC=C1)(C1=CC=CC=C1)(C1=CC=CC=C1)N[C@@H](CC1=CNC=N1)C(=O)[O-] trityl-L-histidinate